3-(3-(3,3-Difluoro-1-(2-(2-fluoro-5-((6-fluoro-4-(methylsulfonyl)-1H-indol-5-yl)oxy)phenyl)-1H-imidazol-5-yl)cyclobutyl)phenyl)propanoic acid FC1(CC(C1)(C1=CN=C(N1)C1=C(C=CC(=C1)OC=1C(=C2C=CNC2=CC1F)S(=O)(=O)C)F)C=1C=C(C=CC1)CCC(=O)O)F